Triethyl-N-methoxymethyl-ammonium bromide [Br-].C(C)[N+](COC)(CC)CC